p-tolylene glycol diglycidyl ether C(C1CO1)OC1(C)CC=C(C=C1)OCC1CO1